BrC1=CC=C(C=C1)C=1NC(=CN1)C1=CC=C(C=C1)OC 2-(4-Bromophenyl)-5-(4-methoxyphenyl)-1H-imidazole